C(C=C)(=O)NC=1C(=CC(=C(C1)NC1=NC=C(C(=N1)N1CC(C2=NC=CC=C21)(C)C)C(=O)OC(C)C)OC)N(C)CCN(C)C isopropyl 2-((5-acrylamido-4-((2-(dimethylamino)ethyl)(methyl)amino)-2-methoxy-phenyl)amino)-4-(3,3-dimethyl-2,3-dihydro-1H-pyrrolo[3,2-b]pyridin-1-yl)pyrimidine-5-carboxylate